C1(CC1)C1=NN2C(N(C([C@H](CC2)NC(=O)C2=NN(C=N2)CC2=C(C=C(C=C2)F)F)=O)C)=C1 (S)-N-(2-cyclopropyl-4-methyl-5-oxo-5,6,7,8-tetrahydro-4H-pyrazolo[1,5-a][1,3]diazepin-6-yl)-1-(2,4-difluorobenzyl)-1H-1,2,4-triazole-3-carboxamide